BrC=1C(=CC(=C(C1)[C@H](CC(=O)OCC)N[S@](=O)C(C)(C)C)F)C Ethyl (S)-3-(5-bromo-2-fluoro-4-methylphenyl)-3-(((R)-tert-butylsulfinyl)amino)propanoate